tert-butyl 2-[[1-[1-(2,6-dioxo-3-piperidyl)-3-methyl-2-oxo-benzimidazol-5-yl]-4-piperidyl]oxy]acetate O=C1NC(CCC1N1C(N(C2=C1C=CC(=C2)N2CCC(CC2)OCC(=O)OC(C)(C)C)C)=O)=O